OC1=C(CN[C@H]2[C@@H](CCCC2)NCC2=C(C=CC=C2)O)C=CC=C1 (1R,2R)-N,N'-di(2-hydroxybenzyl)-1,2-diaminocyclohexane